NCCOC=1C=C(OCCNC2=C3C(N(C(C3=CC=C2)=O)C2C(NC(CC2)=O)=O)=O)C=CC1 4-([2-[3-(2-aminoethoxy)phenoxy]ethyl]amino)-2-(2,6-dioxopiperidin-3-yl)isoindole-1,3-dione